methyl 5-amino-7-bromo-2-methyl-2H-indazole-4-carboxylate NC1=C(C2=CN(N=C2C(=C1)Br)C)C(=O)OC